BrC=1C=C2C(=C(C(N(C2=CC1O)C)=O)C(=O)N)N1CCC(CC1)C=1OC2=C(N1)C=C(C=C2)C 6-Bromo-7-hydroxy-1-methyl-4-[4-(5-methyl-1,3-benzooxazol-2-yl)piperidin-1-yl]-2-oxo-1,2-dihydroquinoline-3-carboxamide